FC1([C@]2(C1)CN1CC[C@]1(C2)C(=O)OC)F methyl (3R,5R)-2',2'-difluoro-1-azaspiro[bicyclo[3.2.0]heptane-3,1'-cyclopropane]-5-carboxylate